5-(Boc-amino)-1-pentanol C(=O)(OC(C)(C)C)NCCCCCO